(Z)-3-fluoro-4-(2-isopropyl-3-(4-(methylsulfonyl)benzyl)-1H-pyrrolo[3,2-b]pyridin-1-yl)but-2-en-1-amine dihydrochloride Cl.Cl.F\C(=C/CN)\CN1C(=C(C2=NC=CC=C21)CC2=CC=C(C=C2)S(=O)(=O)C)C(C)C